3-{1-[difluoro(4-methyl-4H-1,2,4-triazol-3-yl)methyl]cyclopropyl}aniline FC(C1(CC1)C=1C=C(N)C=CC1)(C1=NN=CN1C)F